[V].O(C(C(=O)C1=CC=CC=C1)C(C)=O)C(C(=O)C1=CC=CC=C1)C(C)=O oxybis(1-phenyl-1,3-butanedione) vanadium